C(N1C=NC=C1)([2H])([2H])[2H] 1-(methyl-d3)-1H-imidazole